2-methyl-6-ethyl-1-aminoindan CC1C(C2=CC(=CC=C2C1)CC)N